C(C)[C@]1(C(OCC=2C(N(C=CC21)CC=2N(C1=CC=C(C=C1C(C2I)=C=O)F)N2NOC=CC2)=O)=O)O (S)-4-ethyl-7-((6-fluoro-3-iodo-1-(oxadiazine-3-yl)-4-carbonyl-1,4-dihydroquinolin-2-yl)methyl)-4-hydroxy-1,7-dihydro-3H-pyrano[3,4-c]pyridine-3,8(4H)-dione